1-(4-(4-(5-(6-chloro-2,3-difluorophenyl)-4,5-dihydroisoxazol-3-yl)thiazol-2-yl)piperidin-1-yl)-2-((5-methoxypyrimidin-4-yl)oxy)ethan-1-one ClC1=CC=C(C(=C1C1CC(=NO1)C=1N=C(SC1)C1CCN(CC1)C(COC1=NC=NC=C1OC)=O)F)F